(S)-4-(6-chloro-1-(2-isopropyl-4-methylpyridin-3-yl)-7-(2-methoxyphenyl)-2-Oxo-1,2-dihydropyrido[2,3-d]pyrimidin-4-yl)-3-methylpiperazine-1-carboxylate ClC1=CC2=C(N(C(N=C2N2[C@H](CN(CC2)C(=O)[O-])C)=O)C=2C(=NC=CC2C)C(C)C)N=C1C1=C(C=CC=C1)OC